N[C@@H](C(C)C)C(=O)N[C@@H](C)C(=O)NCC(=O)N1CC=2C=C(C=NC2CC1)NC(=O)C1(CC1)C=1C=CC2=C(N=C(CC(=C2)C(=O)N(CCC)CCO)N)C1 8-(1-((6-(L-valyl-L-alanylglycinyl)-5,6,7,8-tetrahydro-1,6-naphthyridin-3-yl)carbamoyl)cyclopropyl)-2-amino-N-(2-hydroxyethyl)-N-propyl-3H-benzo[b]azepine-4-carboxamide